FC(C1=CC=C(C=C1)B(O)O)F (4-(difluoromethyl)phenyl)boronic acid